1-Stearoyl-2-myristoyl-sn-glycero-3-phosphorylcholine C(CCCCCCCCCCCCCCCCC)(=O)OC[C@@H](OC(CCCCCCCCCCCCC)=O)COP(=O)(O)OCC[N+](C)(C)C